COC1=C(C(=C(C=C1)S(=O)(=O)NC1=C(C=CC=C1)C#CC1=CN=CC2=CC=CC=C12)C)C 4-[2-(4-Methoxy-2,3-dimethyl-benzensulfonylamino)-phenylethynyl]-isochinolin